tert-butyl 3-chloro-5-thiocyanato-benzoate ClC=1C=C(C(=O)OC(C)(C)C)C=C(C1)SC#N